[N+](=O)([O-])C1=CC=C(C=C1)OC([C@@H](NC(=O)OC(C)(C)C)CC(C)C)=O (Boc)-L-leucine 4-nitrophenyl ester